C(C)(=O)OCC[C@@H]1[C@@H]2CC[C@H](CN1C(=O)OCC[Si](C)(C)C)N2C(=O)OC(C)(C)C 8-(tert-butyl) 3-(2-(trimethylsilyl)ethyl) (1S,2R,5R)-2-(2-acetoxyethyl)-3,8-diazabicyclo[3.2.1]octane-3,8-dicarboxylate